(R)-5-(2-(dimethylamino)ethoxy)-2-methyl-N-(1-(3-(1-methyl-1H-pyrazol-4-yl)-5-(thiophen-2-yl)phenyl)ethyl)benzamide CN(CCOC=1C=CC(=C(C(=O)N[C@H](C)C2=CC(=CC(=C2)C=2SC=CC2)C=2C=NN(C2)C)C1)C)C